N1(CCCCC1)CC1=CC=2N=C(N=C(C2O1)NC=1N=CN(C1)C1=CC(=C(C(=C1)OC)OC)OC)N1[C@@H](CCC1)C(=O)N (S)-1-(6-(piperidin-1-ylmethyl)-4-((1-(3,4,5-trimethoxyphenyl)-1H-imidazol-4-yl)amino)furo[3,2-d]pyrimidin-2-yl)pyrrolidine-2-carboxamide